OC1=C(C(=NN1C1=CC=CC=C1)C)C1OCC=2C=NC(=CC21)C 1-(5-hydroxy-3-methyl-1-phenyl-1H-pyrazol-4-yl)-6-methyl-1,3-dihydrofuro[3,4-c]pyridine